(3,4-dichloro-5-fluoro-1H-indol-2-yl)((3S)-3-(3-(dimethylamino)pyrrolidine-1-carbonyl)pyrrolidin-1-yl)methanone ClC1=C(NC2=CC=C(C(=C12)Cl)F)C(=O)N1C[C@H](CC1)C(=O)N1CC(CC1)N(C)C